C(\C=C\C(=O)OCC(C)C)(=O)OC1CCC(CC1)C (4-methylcyclohexyl) isobutyl fumarate